(R)-8-Methyl-3-(3-methyl-1,2,4-thiadiazol-5-yl)-5,6-dihydroimidazo[1,5-a]pyrazine CC=1C=2N(CCN1)C(=NC2)C2=NC(=NS2)C